tert-butyl (4R)-3,3-difluoro-4-({5-fluoro-7-isopropylpyrrolo[2,1-f][1,2,4]triazin-2-yl}amino)piperidine-1-carboxylate FC1(CN(CC[C@H]1NC1=NN2C(C=N1)=C(C=C2C(C)C)F)C(=O)OC(C)(C)C)F